N2-(tert-butoxycarbonyl)-N6-(4-(6-(pyrimidin-2-yl)-1,2,4,5-tetrazin-3-yl)benzoyl)lysine C(C)(C)(C)OC(=O)N[C@@H](CCCCNC(C1=CC=C(C=C1)C=1N=NC(=NN1)C1=NC=CC=N1)=O)C(=O)O